epoxycyclohexylethylcyclotetrasiloxane C12(C(CCCC1)O2)CC[SiH]2O[SiH2]O[SiH2]O[SiH2]O2